4-(5-cyclopropyl-2-methoxy-4-(4-(4-methylpiperazine-1-yl)piperidin-1-yl)phenyl)-N6-(2-(2-fluorophenyl)pyridin-4-yl)pyrimidine-4,6-diamine C1(CC1)C=1C(=CC(=C(C1)C1(NC=NC(=C1)NC1=CC(=NC=C1)C1=C(C=CC=C1)F)N)OC)N1CCC(CC1)N1CCN(CC1)C